2-amino-N,N'-bis[(Z)-octadec-9-enyl]pentanediamide NC(C(=O)NCCCCCCCC\C=C/CCCCCCCC)CCC(=O)NCCCCCCCC\C=C/CCCCCCCC